4-(4-(2,5-Diazabicyclo[2.2.2]octan-2-yl)-8-fluoro-2-(((2R,7aS)-2-fluorotetrahydro-1H-pyrrolizin-7a(5H)-yl-2-d)methoxy-d2)pyrido[4,3-d]pyrimidin-7-yl)-5,6-difluoronaphthalen-2-ol C12N(CC(NC1)CC2)C=2C1=C(N=C(N2)OC([2H])([2H])[C@]23CCCN3C[C@](C2)([2H])F)C(=C(N=C1)C1=CC(=CC2=CC=C(C(=C12)F)F)O)F